C(#N)C1=C(C(=CC=C1)N1CCN(CC1)C(C)C)NC(=O)N1CC(C1)(C1=CC=CC=C1)C N-[2-cyano-6-(4-isopropylpiperazin-1-yl)phenyl]-3-methyl-3-phenylazetidine-1-carboxamide